C(C)NC(C(=O)C1=CNC2=CC=C(C(=C12)O)F)=O ethyl-2-(5-fluoro-4-hydroxy-1H-indol-3-yl)-2-oxoacetamide